2-(5-Methoxy-2-pyridyl)-5-Propyl-3H-imidazo[2,1-b]purin-4-on COC=1C=CC(=NC1)C1=NC=2N3C(N(C(C2N1)=O)CCC)=NC=C3